OCP(CO)CO tris-(hydroxymethyl)phosphine